C(C)(C)(C)OC(=O)N1C(C(CCC1=O)N1C(C2=CC=CC(=C2C1=O)O)=O)=O.FC1=CC(=C(C=C1)SC)C(F)(F)F (4-fluoro-2-(trifluoromethyl)phenyl)(methyl)sulfane tert-butyl-3-(4-hydroxy-1,3-dioxo-isoindolin-2-yl)-2,6-dioxo-piperidine-1-carboxylate